CN(C(=S)CCCS(=O)(=S)O)C 3-(N,N-dimethylthiocarbamoyl)-thiopropanesulfonic acid